ethylene nitro carbonate C(O[N+](=O)[O-])(O)=O.C=C